FC1=C(C(=CC2=C1CCCCC2=O)F)C(=O)OC methyl 1,3-difluoro-5-oxo-6,7,8,9-tetrahydro-5H-benzo[7]annulene-2-carboxylate